O=C1NC(CC[C@@H]1N1C(C2=CC(=C(C=C2C1)N1CCN(CC1)CC1CCN(CC1)C1=C(C=C(C(=O)OC(C)(C)C)C=C1)F)F)=O)=O tert-butyl (S)-4-(4-((4-(2-(2,6-dioxopiperidin-3-yl)-6-fluoro-1-oxoisoindolin-5-yl) piperazin-1-yl) methyl) piperidin-1-yl)-3-fluorobenzoate